NC1=NC=CC=C1C1=NC=2C(=NC(=CC2)C2=CC=CC=C2)N1C1=CC=C(C=C1)C1CN(C1)C[C@H]1CC([C@@H](CC1)C(=O)O)(C)C (1R,4R)-4-((3-(4-(2-(2-aminopyridin-3-yl)-5-phenyl-3H-imidazo[4,5-b]pyridin-3-yl)phenyl)azetidin-1-yl)methyl)-2,2-dimethylcyclohexane-1-carboxylic acid